dihydroxytetramethoxybenzaldehyde OC(OC1=C(C=O)C=C(C(=C1OC)OC)OC)O